ClC1=C(C=CC(=C1)F)C1OC2=C(NC1=O)C=C(C=C2C=2C1=C(C(N(C2)C)=O)NC=C1)OC 2-(2-chloro-4-fluorophenyl)-6-methoxy-8-(6-methyl-7-oxo-6,7-dihydro-1H-pyrrolo[2,3-c]pyridin-4-yl)-2H-1,4-benzoxazin-3(4H)-one